ClC=1C(=NC(=NC1)NC1CCOCC1)C1=CC=C2CN(C(C2=C1)=O)CC(=O)NC(C)(CCC1=CC=CC=C1)C 2-(6-{5-chloro-2-[(oxan-4-yl)amino]pyrimidin-4-yl}-1-oxo-2,3-dihydro-1H-isoindol-2-yl)-N-(2-methyl-4-phenylbutan-2-yl)acetamide